[Si](C)(C)(C(C)(C)C)OC1(CC(C1)N1C2=C(C3=C1N=NC(=C3)C3=C(C=C(C=C3C)Cl)OCOC)CCC2)C 8-((1s,3s)-3-{[tert-butyl(dimethyl)silyl]oxy}-3-methylcyclobutyl)-3-[4-chloro-2-(methoxymethoxy)-6-methylphenyl]-5,6,7,8-tetrahydrocyclopenta[4,5]pyrrolo[2,3-c]pyridazine